N-(2-(4-((1R,2S)-6-hydroxy-2-phenyl-1,2,3,4-tetrahydronaphthalen-1-yl)phenoxy)ethyl)-2-(7-phenyl-2,7-diazaspiro[4.4]nonan-2-yl)isonicotinamide OC=1C=C2CC[C@@H]([C@@H](C2=CC1)C1=CC=C(OCCNC(C2=CC(=NC=C2)N2CC3(CC2)CN(CC3)C3=CC=CC=C3)=O)C=C1)C1=CC=CC=C1